CC1N(CCC2=CC(=CC=C12)C(=O)OCC)C(=O)OC(C)(C)C 2-(tert-butyl) 6-ethyl 1-methyl-3,4-dihydroisoquinoline-2,6(1H)-dicarboxylate